(9,9-dimethyl-9H-fluoren-1-yl)boronic acid CC1(C2=CC=CC=C2C=2C=CC=C(C12)B(O)O)C